1-(1,2,3,4-tetrahydroquinoxalin-1-yl)ethan-1-one N1(CCNC2=CC=CC=C12)C(C)=O